4-[3-[2,6-Dichloro-4-[(7R)-7-methoxy-5-oxa-2-azaspiro[3.4]octan-2-yl]benzoyl]-2,4-dihydro-1,3-benzoxazin-8-yl]-5-fluoro-2-(3-oxa-8-azabicyclo[3.2.1]octan-8-yl)benzoic acid ClC1=C(C(=O)N2COC3=C(C2)C=CC=C3C3=CC(=C(C(=O)O)C=C3F)N3C2COCC3CC2)C(=CC(=C1)N1CC2(C1)OC[C@@H](C2)OC)Cl